COC=1C=C(CCNC2=NC3=CC=CC=C3C(=N2)NCCO)C=CC1 2-((2-((3-methoxyphenethyl)amino)quinazolin-4-yl)amino)ethan-1-ol